2-methyl-acrylic acid 2-[(2-dimethylamino-ethyl)-methylamino]-ethyl ester CN(CCN(CCOC(C(=C)C)=O)C)C